(6-chloro-1-methoxy-2,7-naphthyridin-4-yl)ethan-1-one ClC=1C=C2C(=CN=C(C2=CN1)OC)C(C)=O